NC1=NC(=NC2=NC=C(N=C12)C=1C=C(C=CC1)C#C[C@]1(C(N(CC1)C)=O)O)C (R)-3-[2-[3-(4-amino-2-methyl-pteridin-6-yl)phenyl]ethynyl]-3-hydroxy-1-methylpyrrolidin-2-one